N[C@](C(=O)OCC)(CC1=CC(=C(C=C1)O)O)C ethyl (S)-2-amino-3-(3,4-dihydroxyphenyl)-2-methylpropionate